4-[2-(2-tert-butoxycarbonyl-2-azaspiro[3.3]heptan-6-yl)-5-[3-(methoxymethoxy)-1-naphthyl]-1-methyl-imidazol-4-yl]benzoic acid C(C)(C)(C)OC(=O)N1CC2(C1)CC(C2)C=2N(C(=C(N2)C2=CC=C(C(=O)O)C=C2)C2=CC(=CC1=CC=CC=C21)OCOC)C